benzyl (2S,3R,5S)-3-(aminomethyl)-4,4-difluoro-2,5-dimethyl-piperidine-1-carboxylate NC[C@@H]1[C@@H](N(C[C@@H](C1(F)F)C)C(=O)OCC1=CC=CC=C1)C